3-(5-(((1R,2R,3S)-rel-2-(cyclohexylamino)-3-hydroxycyclohexyl)methyl)-1-oxoisoindolin-2-yl)piperidine-2,6-dione C1(CCCCC1)N[C@@H]1[C@H](CCC[C@@H]1O)CC=1C=C2CN(C(C2=CC1)=O)C1C(NC(CC1)=O)=O |o1:7,8,12|